C(C=C)(=O)OC(C)(C)CC tert-pentyl acrylate